(3-(1-benzyl-1H-pyrazol-4-yl)-5-fluorobenzyl)-8-cyclopentyl-7H-purine-6-carboxamide C(C1=CC=CC=C1)N1N=CC(=C1)C=1C=C(CC2=NC(=C3NC(=NC3=N2)C2CCCC2)C(=O)N)C=C(C1)F